(5-bromo-2-methyl-2H-1,2,3-triazol-4-yl)(6-methylimidazo[1,2-a]pyridin-2-yl)methanol BrC=1C(=NN(N1)C)C(O)C=1N=C2N(C=C(C=C2)C)C1